OC1=CC=C(CCC=2C=C(C(=C(C2)O)[C@H]2[C@H](CCC(=C2)C)C(=C)C)O)C=C1 (1'R,2'S)-4-(4-hydroxyphenethyl)-5'-methyl-2'-(prop-1-ene-2-yl)-1',2',3',4'-tetrahydro-[1,1'-biphenyl]-2,6-diol